4-[4-[3-(4-pyridyl)-1H-pyrazol-4-yl]phenyl]benzonitrile N1=CC=C(C=C1)C1=NNC=C1C1=CC=C(C=C1)C1=CC=C(C#N)C=C1